((4aR,8aS)-6-((3-fluoro-4-(trifluoromethyl)phenyl)sulfonyl)-1-(4-fluorophenyl)-4,4a,5,6,7,8,8a,9-octahydro-1H-pyrazolo[3,4-g]isoquinolin-4a-yl)(pyridin-2-yl)methanone FC=1C=C(C=CC1C(F)(F)F)S(=O)(=O)N1C[C@]2(CC3=C(C[C@@H]2CC1)N(N=C3)C3=CC=C(C=C3)F)C(=O)C3=NC=CC=C3